C(N1C=NC2=C1C=CC(=C2)OC2=C(C=C(C=C2)[N+](=O)[O-])C)([2H])([2H])[2H] 1-(methyl-d3)-5-(2-methyl-4-nitrophenoxy)-1H-benzo[d]imidazole